C(C=CC=CC=CCCCCCCCCCCC)(=O)OC OCTADECATRIENOIC ACID, METHYL ESTER